FC(C1=NC2=C(N1C1=NC(=NC(=N1)N1CCOCC1)N1CCNCC1)C=CC=C2OC)F {4-[2-(difluoromethyl)-4-methoxy-1H-benzo[d]imidazol-1-yl]-6-morpholino-1,3,5-triazin-2-yl}piperazine